CN(C1CN(C1)C(NC(C1=CC=CC=C1)=O)=N)C N-[[3-(dimethylamino)azetidin-1-yl](imino)methyl]benzamide